FC=1C(=NC(=NC1)NC1=CC(=CC=C1)N1CCOCC1)N1C=C(C2=CC=CC=C12)C(=O)N 1-[5-fluoro-2-(3-morpholin-4-yl-phenylamino)-pyrimidin-4-yl]-1H-indole-3-carboxamide